NN1C=NC(=C2N3C(N=C12)N(C(N3C)=O)CCN3CCN(CC3)C3=CC=C(C#N)C=C3)C=3OC=CC3 4-[4-[2-[5-Amino-8-(2-furyl)-1-methyl-2-oxo-[1,2,4]triazolo[5,1-f]purin-3-yl]ethyl]piperazin-1-yl]benzonitrile